FC=1C=C(C2=CC=CC=C2C1)C#N 3-fluoronaphthalene-1-carbonitrile